methyl 2-amino-4-(aminomethyl)-1-(3-methoxy-2,6-dimethylphenyl)-5-methylpyrrolo[2,3-b]pyridine-3-carboxylate NC1=C(C=2C(=NC=C(C2CN)C)N1C1=C(C(=CC=C1C)OC)C)C(=O)OC